ClC1=NC(=C2N=CN(C2=N1)CC(=O)NCC1(CC1)C1=CC=CC=C1)Cl 2-(2,6-dichloro-9H-purin-9-yl)-N-((1-phenylcyclopropyl)methyl)acetamide